tert-butyl 6-iodo-2-methyl-3-(trifluoromethyl)benzoate IC1=CC=C(C(=C1C(=O)OC(C)(C)C)C)C(F)(F)F